COC1=C(C=C(C=C1)B(O)O)CN(CCC(C)C)C (4-METHOXY-3-([METHYL(3-METHYLBUTYL)AMINO]METHYL)PHENYL)BORANEDIOL